1H-indene-2-boronic acid pinacol ester C1C(=CC2=CC=CC=C12)B1OC(C)(C)C(C)(C)O1